C(\C=C/C)(=O)[O-] isocrotonic acid anion